C(CCCC#C)N(C([C@H]([C@H](CC)C)NC(=O)[C@@H]1N(CCCC1)C)=O)[C@H](C[C@@H](O)C=1SC=C(N1)C(=O)O)C(C)C 2-((1R,3R)-3-((2S,3S)-N-(Hex-5-ynyl)-3-methyl-2-((R)-1-methylpiperidine-2-carboxamido)pentanamido)-1-hydroxy-4-methylpentyl)thiazole-4-carboxylic acid